O=C1NC(CCC1NC1=CC(=C(C=C1)N1CCN(CC1)CCC1CCC(CC1)NC(OC(C)(C)C)=O)F)=O tert-butyl ((1r,4r)-4-(2-(4-(4-((2,6-dioxopiperidin-3-yl)amino)-2-fluorophenyl)piperazin-1-yl)ethyl)cyclohexyl)carbamate